6,6-difluoro-5,6,7,8-tetrahydroquinolin-3-amine FC1(CC=2C=C(C=NC2CC1)N)F